COC(C1=C(C=C(C(=C1)F)C1=CC=CC=2CN(COC21)C(C2=C(C=C(C=C2Cl)N2CC(C2)(C)C#N)Cl)=O)N2C1COCC2CC1)=O 4-[3-[2,6-Dichloro-4-(3-cyano-3-methylazetidin-1-yl)benzoyl]-2,4-dihydro-1,3-benzoxazin-8-yl]-5-fluoro-2-(3-oxa-8-azabicyclo[3.2.1]oct-8-yl)benzoic acid methyl ester